lithium(1+) 5-(2-hydroxyethoxy)pentanoate OCCOCCCCC(=O)[O-].[Li+]